N-[(4S)-6-chloro-3,4-dihydro-2H-1-benzopyran-4-yl]-2-[3-(4-chloro-3-fluorophenyl)-1-ethyl-1H-1,2,4-triazol-5-yl]acetamide ClC=1C=CC2=C([C@H](CCO2)NC(CC2=NC(=NN2CC)C2=CC(=C(C=C2)Cl)F)=O)C1